2,2-bisbromomethylpropanediol BrCC(C(O)O)(C)CBr